FC=1C=C2C(=NC(=NC2=C(C1)F)O)O 6,8-difluoroquinazoline-2,4-diol